ClC1=C(COCCOCCCCCCNC[C@H](O)C2=CC(=C(C=C2)O)CO)C(=CC=C1)Cl 4-{(1R)-2-[(6-{2-[(2,6-dichlorobenzyl)oxy]-ethoxy}hexyl)amino]-1-hydroxyethyl}-2-(hydroxymethyl)phenol